CC1=NN2C(N=C(C(=C2)C(=O)O)C)=N1 2,5-dimethyl-[1,2,4]triazolo[1,5-a]pyrimidine-6-carboxylic acid